FC(C(CC(=O)NC1=CC(=C(C=C1)F)N1N=C2N=CC(=CC2=C1)C(C)C)C)(F)F 4,4,4-trifluoro-N-{4-fluoro-3-[5-(propan-2-yl)-2H-pyrazolo[3,4-b]pyridin-2-yl]phenyl}-3-methylbutanamide